FC1=C(C(=CC(=C1)CN1CCC(CC1)C1=CC=CC=C1)O)N1CC(NS1(=O)=O)=O 5-[2-fluoro-6-hydroxy-4-[(4-phenyl-1-piperidinyl)methyl]phenyl]-1,1-dioxo-1,2,5-thiadiazolidin-3-one